CC1=C(C=C2CCC3(CN(C3)C(=O)OC(C)(C)C)CC2)C=CC=C1 tert-Butyl 7-(2-methylbenzylidene)-2-azaspiro[3.5]nonane-2-carboxylate